N-(2-(difluoromethyl)-3-fluoropyridin-4-yl)-6-methyl-2,3-dihydro-1H-pyrrolizine-7-carboxamide FC(C1=NC=CC(=C1F)NC(=O)C=1C(=CN2CCCC12)C)F